5-bromo-1-methyl-3-(trifluoromethyl)pyrazole BrC1=CC(=NN1C)C(F)(F)F